(3S)-1-(4-{7-cyclopropyl-5-[(1R)-1-methyl-1,2,3,4-tetrahydroisoquinoline-2-carbonyl]-pyrazolo[1,5-a]pyrimidin-2-yl}-3-fluorophenyl)-N,N-dimethylpyrrolidine-3-carboxamide C1(CC1)C1=CC(=NC=2N1N=C(C2)C2=C(C=C(C=C2)N2C[C@H](CC2)C(=O)N(C)C)F)C(=O)N2[C@@H](C1=CC=CC=C1CC2)C